5-(1-acetoxypropyl)-4-fluorotetrahydrofuran-2,3-diyl diacetate C(C)(=O)OC1OC(C(C1OC(C)=O)F)C(CC)OC(C)=O